C(#N)C=1C(=CC(=NC1N1[C@H](CC1)C)N1C[C@@H](CC1)CCC(=O)OC)C(F)(F)F Methyl 3-((R)-1-(5-cyano-6-((S)-2-methylazetidin-1-yl)-4-(trifluoromethyl)pyridine-2-yl)pyrrolidin-3-yl)propionate